N[C@@H]1[C@@H](OCC12CCN(CC2)C=2N(C(C1=C(N2)NN=C1C1=C(C2=CN(N=C2C=C1)C)Cl)=O)C)C 6-[(3S,4S)-4-amino-3-methyl-2-oxa-8-azaspiro[4.5]decan-8-yl]-3-(4-chloro-2-methyl-2H-indazol-5-yl)-5-methyl-1H,4H,5H-pyrazolo[3,4-d]pyrimidin-4-one